FC1=C(N)C=C(C(=C1C)C(F)(F)F)B1OC(C(O1)(C)C)(C)C 2-fluoro-3-methyl-5-(4,4,5,5-tetramethyl-1,3,2-dioxaborolan-2-yl)-4-(trifluoromethyl)aniline